1-((1S,4R)-2-Azabicyclo[2.2.1]Hept-5-En-2-Yl)-2-(6-(Trifluoromethyl)-1H-Indol-3-Yl)Ethan-1-One [C@@H]12N(C[C@@H](C=C1)C2)C(CC2=CNC1=CC(=CC=C21)C(F)(F)F)=O